N-(2-(4,4-Difluoropiperidin-1-yl)-6-methylpyrimidin-4-yl)-4-(oxetane-3-sulfonimidoyl)-2-(6-azaspiro[2.5]octan-6-yl)benzamide FC1(CCN(CC1)C1=NC(=CC(=N1)NC(C1=C(C=C(C=C1)S(=O)(=N)C1COC1)N1CCC2(CC2)CC1)=O)C)F